ClC=1C(=C(C=CC1)N1CC2(C1)CC(C2)OC=2C=CC(=NC2CNC([C@H]2NCCC2)=O)C=2C(=NC=CC2)OCC)C(F)(F)F N-{[5-({2-[3-chloro-2-(trifluoromethyl)phenyl]-2-azaspiro[3.3]heptan-6-yl}oxy)-2'-ethoxy[2,3'-bipyridin]-6-yl]methyl}-L-prolinamide